4-Trifluoromethylphenyldimethylsilane FC(C1=CC=C(C=C1)[SiH](C)C)(F)F